6-(imidazo[1,2-a]pyridin-6-yl)-N-(1H-indol-3-yl)-3,4-dihydroisoquinoline-2(1H)-carboxamide N=1C=CN2C1C=CC(=C2)C=2C=C1CCN(CC1=CC2)C(=O)NC2=CNC1=CC=CC=C21